Gallium-selenide [Ga]=[Se]